3,5-di-t-butylbenzenediazonium chloride [Cl-].C(C)(C)(C)C=1C=C(C=C(C1)C(C)(C)C)[N+]#N